boron-lead-zinc-copper [Cu].[Zn].[Pb].[B]